4-(3-chloropyridin-4-yl)-2-methylbenzonitrile ClC=1C=NC=CC1C1=CC(=C(C#N)C=C1)C